2,6-Dichloro-N-[1-(4-chlorophenyl)-1H-indazol-4-yl]-3-{[(2,2-dimethylpropionyl)amino]methyl}benzamide ClC1=C(C(=O)NC2=C3C=NN(C3=CC=C2)C2=CC=C(C=C2)Cl)C(=CC=C1CNC(C(C)(C)C)=O)Cl